C1(=CC=CC=C1)S=C(C=CC1=CC=CC=C1)[O-] S-phenyl-3-phenylprop-2-enethioate